C(C)N1CC(N(CC1)C)C(=O)OC(C)C propan-2-yl 4-ethyl-1-methylpiperazine-2-carboxylate